(2R)-decane-1,2-diol C([C@@H](CCCCCCCC)O)O